2-(3-azetidinyl)thiazole N1CC(C1)C=1SC=CN1